C(C)S[C@@H]1C[C@H](N(CC1)CC1=C2C=CNC2=C(C=C1OC)C)C1=CC=C(C(=O)O)C=C1 4-[(2S,4S)-4-(ethylsulfanyl)-1-[(5-methoxy-7-methyl-1H-indol-4-yl)methyl]piperidin-2-yl]benzoic acid